FC(S(=O)(=O)[O-])(F)F.[Bi+3].FC(S(=O)(=O)[O-])(F)F.FC(S(=O)(=O)[O-])(F)F bismuth(III) trifluoromethanesulfonate